FC1=C(C(=CC=C1)OC)C1=NC=CC2=C1CN(C2=O)C2=NC(=CC=C2)N[C@H]2C[C@H]1N(CCNC1)C2 4-(2-fluoro-6-methoxyphenyl)-2-(6-(((7s,8ar)-octahydropyrrolo[1,2-a]pyrazin-7-yl)amino)pyridin-2-yl)-2,3-dihydro-1H-pyrrolo[3,4-c]pyridin-1-one